C1(CC1)CC1=CSC=2C1=NC=CC2NC2C(CN(CC2)C)(F)F 3-(cyclopropylmethyl)-7-((3,3-difluoro-1-methylpiperidin-4-yl)amino)thieno[3,2-b]pyridin